OC1=C(C=C(C=C1)C(CC)C1=CC(=C(C=C1)O)C=CC)C=CC 4-(1-(4-Hydroxy-3-propenylphenyl)propyl)-2-propenylphenol